CC(CCO)C(CCC(C(CCO)C)O)O 3,8-dimethyl-1,4,7,10-decanetetraol